R and S-beta-hydroxybutyrate O[C@@H](CC(=O)[O-])C |r|